CC(C(=O)N)(C)NC(=O)C1=C(OC2=CN=C(C=C21)OCC2=NC=CC=C2)C 2-methyl-2-({2-methyl-5-[(pyridin-2-yl)methoxy]furo[2,3-c]pyridin-3-yl}formamido)propanamide